COC(=O)C=1C(=C(C=CC1)N1CC(C1)OC1=CC=C(C=C1)NC(CC=1C=NC=CC1)=O)C1=CC=CC=C1 6-(3-(4-(2-(pyridin-3-yl)Acetamido)phenoxy)azetidin-1-yl)-[1,1'-biphenyl]-2-carboxylic acid methyl ester